C(C1=CC=CC=C1)OC=1C(=C2CC[C@](OC2=C(C1C)C)(C)COCCC[Si](C)(C)C)C (R)-(3-((6-(benzyloxy)-2,5,7,8-tetramethylchroman-2-yl)methoxy)propyl)trimethylsilane